4-((3-chlorobenzyl)amino)-6-(3,5-dimethyl-isoxazol-4-yl)-N-(2-methylpyridin-4-yl)quinazoline-2-carboxamide ClC=1C=C(CNC2=NC(=NC3=CC=C(C=C23)C=2C(=NOC2C)C)C(=O)NC2=CC(=NC=C2)C)C=CC1